COC=1C2=CC=CC=C2C(=C2C=CC(=CC12)S(=O)(=O)[O-])OC 9,10-dimethoxyanthracene-2-sulfonate